2-((oleoyloxy)methyl)-2-(3-(4-(2-oxobenzo[d]oxazol-3(2H)-yl)piperidin-1-yl)propanamido)propane-1,3-diyl dioleate C(CCCCCCC\C=C/CCCCCCCC)(=O)OCC(COC(CCCCCCC\C=C/CCCCCCCC)=O)(NC(CCN1CCC(CC1)N1C(OC2=C1C=CC=C2)=O)=O)COC(CCCCCCC\C=C/CCCCCCCC)=O